N-(4,6-bis-propylamino-[1,3,5]triazin-2-yl)-O-methyl-hydroxylamine C(CC)NC1=NC(=NC(=N1)NCCC)NOC